CSC1=NC=CC(=N1)C=1C=C(C(=O)ON2C(CCC2=O)=O)C=C(C1)C1=NC(=NC=C1)SC 2,5-dioxopyrrolidin-1-yl 3,5-bis(2-(methylthio)pyrimidin-4-yl)benzoate